(S)-6-(cyclopropylamino)-N-(3-(1-((2-ethyl-2H-pyrazolo[3,4-b]pyrazin-6-yl)amino)ethyl)phenyl)-5-methylnicotinamide C1(CC1)NC1=NC=C(C(=O)NC2=CC(=CC=C2)[C@H](C)NC=2C=NC=3C(N2)=NN(C3)CC)C=C1C